3-hydroxy-5-(5-(3-(trifluoromethoxy)phenoxy)thiophen-2-yl)cyclohex-2-en-1-one OC1=CC(CC(C1)C=1SC(=CC1)OC1=CC(=CC=C1)OC(F)(F)F)=O